C(CCC)N1C(N(C(C(C1=O)=C(N)N)=O)C1CCC2(CC3(C(N(C(N3CC3COC3)=O)CC)=O)C2)CC1)=O Butyl-5-(diaminomethylene)-3-((5S,7s,10S)-3-ethyl-1-(oxetan-3-ylmethyl)-2,4-dioxo-1,3-diazadispiro[4.1.57.15]tridecan-10-yl)pyrimidine-2,4,6(1H,3H,5H)-trione